CC(CC1OCCC(C1)(C)O)C 2-(2-METHYL-PROPYL)-4-HYDROXY-4-METHYL-TETRAHYDROPYRAN